N1=NN=C2C1=C1C(C=N2)=NN=N1 bis-triazolopyridine